6-chloro-3-[2-(4-methylsulfonylphenyl)ethynyl]-2-morpholino-pyridin-4-amine ClC1=CC(=C(C(=N1)N1CCOCC1)C#CC1=CC=C(C=C1)S(=O)(=O)C)N